O1CCOC12CC(NCC2)=O 1,4-dioxa-8-azaspiro[4.5]decan-7-one